4-[2-(3,5-dimethoxy-4-methylphenyl)ethyl]resorcinol COC=1C=C(C=C(C1C)OC)CCC1=C(C=C(O)C=C1)O